α,α,β,β-tetrafluoroethanesulfonic acid FC(C(F)F)(S(=O)(=O)O)F